BrC1=CC=C(C=C1)COC1=CC=C(C=C1)[N+](=O)[O-] 1-bromo-4-(4-nitrophenoxymethyl)benzene